FC1(CN(CC1(F)F)C#N)F 3,3,4,4-tetrafluoropyrrolidine-1-carbonitrile